(E)-1-(4-(3-bromopropoxy)phenyl)-3-(thiophen-2-yl)prop-2-en-1-one BrCCCOC1=CC=C(C=C1)C(\C=C\C=1SC=CC1)=O